OCC1CCN(CC1)C1=CC=C2CN(C(C2=C1)=O)[C@@H]1C(NC(CC1)=O)=O (S)-3-(6-(4-(hydroxymethyl)piperidin-1-yl)-1-oxoisoindolin-2-yl)piperidine-2,6-dione